[Ca].CC(C)=CCCC(C)=CC=O citral-calcium salt